C(C)OC=1OC(C2=C(N1)C(=CC=C2)C)=O 2-ethoxy-8-methyl-4H-benzo[d][1,3]oxazin-4-one